1-cyclopropyl-N-((2-(4'-fluoro-2'-(4-methyl-4H-1,2,4-triazol-3-yl)-[1,1'-biphenyl]-3-yl)-7-methoxybenzo[d]oxazol-5-yl)methyl)methylamine C1(CC1)CNCC=1C=C(C2=C(N=C(O2)C=2C=C(C=CC2)C2=C(C=C(C=C2)F)C2=NN=CN2C)C1)OC